FC(CNC(O[C@@H]1CC[C@H](CC1)C(N(C[C@@H]1CC[C@H](CC1)C1=CC(=C(C=C1)OC)C)C1=CC(=CC=C1)C=1C=NN(C1)C(C)C)=O)=O)(C)F trans-4-((3-(1-Isopropyl-1H-pyrazol-4-yl)phenyl)(((trans)-4-(4-methoxy-3-methylphenyl) cyclohexyl)methyl) carbamoyl)cyclohexyl (2,2-difluoropropyl)carbamate